(R)-6-chloro-7-(2-(((3-chloropyridin-2-yl)oxy)methyl)pyrrolidin-1-yl)-4-oxo-1-phenyl-1,4-dihydro-quinoline-3-carboxylic acid ClC=1C=C2C(C(=CN(C2=CC1N1[C@H](CCC1)COC1=NC=CC=C1Cl)C1=CC=CC=C1)C(=O)O)=O